C(CC)OC(CCCCCCC=CCC=CCC=CCC=CCC)=O 8,11,14,17-eicosatetraenoic acid propyl ester